C1(CCC1)N1C(=NC2=C1C=C(C=C2)C(F)(F)F)NC(=O)[C@@H]2[C@H](C2)C(C)(C)O (1S,2S)-N-(1-cyclobutyl-6-(trifluoromethyl)-1H-benzo[d]imidazol-2-yl)-2-(2-hydroxypropan-2-yl)cyclopropane-1-carboxamide